5-fluoro-3-(5-fluoropyrazine-2-yl)-2-(methoxy-d3)aniline FC=1C=C(C(=C(N)C1)OC([2H])([2H])[2H])C1=NC=C(N=C1)F